OCC(C)(C)NC=1C=NC(=NC1)N1C(C2=CC=C(C=C2C=N1)C1=C(C(=CC=C1)OC)C)=O 2-(5-(1-Hydroxy-2-methylpropan-2-ylamino)pyrimidin-2-yl)-6-(3-methoxy-2-methylphenyl)phthalazin-1(2H)-one